Tert-butyl 3-[5-methyl-1-[4-(trifluoromethoxy)phenyl]pyrazol-3-yl]-8-azabicyclo[3.2.1]oct-2-ene-8-carboxylate CC1=CC(=NN1C1=CC=C(C=C1)OC(F)(F)F)C1=CC2CCC(C1)N2C(=O)OC(C)(C)C